N[C@@H]1C[C@@H](CC1)OC1=C(C=CC=C1C)C1=CC(=NN1)NC=1N=CC(=NC1)C#N 5-((5-(2-(((1R,3S)-3-aminocyclopentyl)oxy)-3-methylphenyl)-1H-pyrazol-3-yl)amino)pyrazine-2-carbonitrile